N-Boc-N'-(4-chlorophenyl)hydrazine C(=O)(OC(C)(C)C)NNC1=CC=C(C=C1)Cl